C1(CCCCC1)N(C1CCCCC1)CC(F)(F)F N,N-dicyclohexyl-2,2,2-trifluoroethylamine